(S)-5-oxo-4-((S)-2-(2-oxo-2-((4-(trifluoromethyl)phenyl)amino)acetamido)propanamido)-6-(2,3,5,6-tetrafluorophenoxy)hexanoic acid O=C([C@H](CCC(=O)O)NC([C@H](C)NC(C(NC1=CC=C(C=C1)C(F)(F)F)=O)=O)=O)COC1=C(C(=CC(=C1F)F)F)F